OC1C(C2CCC3=CC=CC=C3C2(CC1)C)(C(=O)O)C hydroxy-1,4a-dimethyl-2,3,4,9,10,10a-hexahydrophenanthrene-1-carboxylic acid